N-methyl-N-(1-methylpropyl)-2-methylpropanamide CN(C(C(C)C)=O)C(CC)C